4-(4-(5'-fluoro-1-(2-((2-((2-methoxy-2-oxoethyl)amino)-2-oxoethyl)amino)-2-oxoethyl)-1'-methyl-1H,1'H-[4,6'-biindazol]-3-yl)piperidin-1-yl)-4-oxobutanoic acid FC=1C=C2C=NN(C2=CC1C=1C=2C(=NN(C2C=CC1)CC(=O)NCC(=O)NCC(=O)OC)C1CCN(CC1)C(CCC(=O)O)=O)C